5,5-difluorotetrahydro-2H-pyran-2-carboxylic acid FC1(CCC(OC1)C(=O)O)F